3-(5-(3-(2-((3r,5r,7r)-adamantan-1-yl)ethyl)-3,8-diazabicyclo[3.2.1]oct-8-yl)-2-methyl-4-oxoquinazolin-3(4H)-yl)piperidine-2,6-dione C12(CC3CC(CC(C1)C3)C2)CCN2CC3CCC(C2)N3C3=C2C(N(C(=NC2=CC=C3)C)C3C(NC(CC3)=O)=O)=O